2-(3',5'-Di-tert-butyl-2'-hydroxyphenyl)-5-chlorobenztriazole C(C)(C)(C)C=1C(=C(C=C(C1)C(C)(C)C)N1N=C2C(=N1)C=CC(=C2)Cl)O